2-methylbut-1,3-dien CC(=C)C=C